NC1=C2N=CN(C2=NC=N1)CC1=C(C=C(C=C1)C#C)O 2-((6-amino-9H-purin-9-yl)methyl)-5-ethynylphenol